(1R*,3S*)-3-(2-((tert-Butyldiphenylsilyl)oxy)ethyl)cyclopentan-1-ol [Si](C1=CC=CC=C1)(C1=CC=CC=C1)(C(C)(C)C)OCC[C@H]1C[C@@H](CC1)O |o1:20,22|